(S)-4'-(3-(1-((1-methyl-1H-imidazol-2-yl)methyl)pyrrolidin-3-yl)-2-oxo-2,3-dihydro-1H-imidazo[4,5-b]pyridin-1-yl)-[1,1'-biphenyl]-4-carboxylic acid methyl ester COC(=O)C1=CC=C(C=C1)C1=CC=C(C=C1)N1C(N(C2=NC=CC=C21)[C@@H]2CN(CC2)CC=2N(C=CN2)C)=O